Fmoc-D-aspartic acid 4-tert-butyl ester C(C)(C)(C)OC(C[C@@H](NC(=O)OCC1C2=CC=CC=C2C2=CC=CC=C12)C(=O)O)=O